C(C=C)(=O)N1[C@H](CN(CC1)C1=NC=NC2=CC(=C3C(=C12)OCCC3)C3=C1C=NNC1=CC(=C3Cl)F)CC#N 2-((2S)-1-acryloyl-4-(5-(5-chloro-6-fluoro-1H-indazol-4-yl)-3,4-dihydro-2H-pyrano[2,3-f]quinazolin-10-yl)piperazin-2-yl)acetonitrile